C(CC)C(CCN1C(=O)C2C3C=CC(C2C1=O)C3)CCC N-(3-propylhexyl)-bicyclo[2.2.1]Hept-5-ene-2,3-dicarboximide